2-{4-[5-(2-methoxyethoxy)pyrimidin-2-yl]piperazin-1-yl}ethanol COCCOC=1C=NC(=NC1)N1CCN(CC1)CCO